1-chloro-5-fluoroisoquinoline ClC1=NC=CC2=C(C=CC=C12)F